N2-[4-(4-methylpiperazin-1-yl)sulfonylphenyl]-N4-[2-(6-methyl-2-pyridyl)pyrimidin-4-yl]pyrimidine-2,4-diamine CN1CCN(CC1)S(=O)(=O)C1=CC=C(C=C1)NC1=NC=CC(=N1)NC1=NC(=NC=C1)C1=NC(=CC=C1)C